ClC=1C(=CC(=C(C=O)C1)OCC1CN(CCC1)C)OCC1=C(C(=CC=C1)C1=CC2=C(OCCO2)C=C1)C 5-Chloro-4-((3-(2,3-dihydrobenzo[b][1,4]dioxin-6-yl)-2-methylbenzyl)oxy)-2-((1-methylpiperidin-3-yl)methoxy)benzaldehyde